α-ethylpropylene C(C)C=CC